ClC1=CC=C(C=C1)C=1N=C2N(C=CC=C2)C1CN1CC2CCC(C1)N2C(=O)N2CCOCC2 (3-{[2-(4-chlorophenyl)imidazo[1,2-a]pyridin-3-yl]methyl}-3,8-diazabicyclo[3.2.1]oct-8-yl)(morpholin-4-yl)methanone